(2S,5R)-5-((5-chloro-2-((1-ethyl-1H-pyrazol-4-yl)amino)-7H-pyrrolo[2,3-d]pyrimidin-4-yl)amino)-2-methylpiperidine-1-carboxylic acid benzyl ester C(C1=CC=CC=C1)OC(=O)N1[C@H](CC[C@H](C1)NC=1C2=C(N=C(N1)NC=1C=NN(C1)CC)NC=C2Cl)C